CO[Si](CCCC1C(C(=O)[O-])(C)S1)(OC)OC 3-trimethoxysilylpropylmethacrylate monosulfide